5-(1-(hydroxymethyl)-5-(trifluoromethyl)-3-azabicyclo[3.1.0]hex-3-yl)quinoline-8-carbonitrile OCC12CN(CC2(C1)C(F)(F)F)C1=C2C=CC=NC2=C(C=C1)C#N